(S)-6-Fluoro-4-((3-methylpiperidin-1-yl)methyl)benzo[cd]indol-2(1H)-one FC=1C=2C3=C(C(NC3=CC1)=O)C=C(C2)CN2C[C@H](CCC2)C